(1-methyl-3-(1',2',2'-trimethyl-1',2',4,5-tetrahydro-2H-spiro[furan-3,4'-pyrido[3,2-d][1,3]oxazin]-6'-yl)-1H-pyrido[2,3-c]pyridin-5-yl)acetamide CN1CC(=CC=2C1=CN=CC2CC(=O)N)C=2C=CC=1N(C(OC3(C1N2)COCC3)(C)C)C